methyldioxazole-5-carboxylate CC=1NOOC1C(=O)[O-]